CC1(CC1)OC=1C=C2C(=NNC2=CC1)C1=NC=NC(=C1)N1C[C@@H](NCC1)C 5-(1-methylcyclopropoxy)-3-[6-[(3S)-3-methylpiperazin-1-yl]Pyrimidin-4-yl]-1H-indazole